Cl.C(C)(C)(C)C1=CC=C(CN2CCC(CC2)OC2=CC=C(C=C2)C)C=C1 1-(4-(tert-butyl)benzyl)-4-(p-tolyloxy)piperidine hydrochloride